C(CCCCC)(=O)N[C@@H](C)C(=O)O.[O].[V].[Cu].[Ag] silver-copper-vanadium oxygen N-hexanoyl-Alanine